C(C1=CN=CC=C1)(=O)OC1=C(C(=CC(=C1)Br)C=NC1=C(C=C(C=C1)Cl)Cl)O 5-bromo-3-((2,4-dichlorophenylimino)-methyl)-2-hydroxyphenyl nicotinate